4-hydroxyphenyl(o-methylbenzyl)methylsulfonium trifluoromethanesulfonate FC(S(=O)(=O)[O-])(F)F.OC1=CC=C(C=C1)[S+](C)CC1=C(C=CC=C1)C